(2-(trifluoromethyl)-1H-imidazol-4-yl)(7-(4-(trifluoromethyl)phenyl)-3,4-dihydroisoquinolin-2(1H)-yl)methanone FC(C=1NC=C(N1)C(=O)N1CC2=CC(=CC=C2CC1)C1=CC=C(C=C1)C(F)(F)F)(F)F